C1(=CC=CC=C1)P(C1=C(OC2=C(C=CC=C2)P(C2=CC=CC=C2)C2=CC=CC=C2)C=CC=C1)C1=CC=CC=C1 (2-[2-(diphenylphosphanyl)phenoxy]phenyl)-diphenylphosphane